BrC=1C=C2C(CN(C(C2=CC1)=O)CC(=O)O)(C)C 2-(6-bromo-4,4-dimethyl-1-oxo-3H-isoquinolin-2-yl)acetic acid